1-(4-(benzylamino)phenyl)-2-(2-fluorophenyl)propan-1-one C(C1=CC=CC=C1)NC1=CC=C(C=C1)C(C(C)C1=C(C=CC=C1)F)=O